C1(CC1)C1=CC=C2C(NC(N(C2=C1)C=1C(=NC=CC1)OC(F)F)=O)=O 7-cyclopropyl-1-(2-(difluoromethoxy)pyridin-3-yl)quinazolin-2,4(1H,3H)-dione